4-(2-chlorophenyl)-2-amino-butane ClC1=C(C=CC=C1)CCC(C)N